C(C)(C)C=1C(=C2C=NN(C2=CC1)C1OCCCC1)B1OC(C(O1)(C)C)(C)C 5-isopropyl-1-(tetrahydro-2H-pyran-2-yl)-4-(4,4,5,5-tetramethyl-1,3,2-dioxaborolan-2-yl)-1H-indazole